N(=C=O)C(C(=O)[O-])(CCCCN=C=O)N=C=O 2-isocyanato-2,6-diisocyanato-hexanoate